S1C(=NC2=C1C=CC=C2)COC=2C=C1C(=CC(=NC1=CC2)C(=O)N2CCN(CC2)CC(F)(F)F)C(=O)N2CCCCC2 (6-(benzo[d]thiazol-2-yl-methoxy)-2-(4-(2,2,2-trifluoroethyl)piperazine-1-carbonyl)quinolin-4-yl)-(piperidin-1-yl)methanone